ClC=1C=CC2=C(CCC=3C(=NC=CC3)C2=C2CCN(CC2)C[C@H]([C@H](CC2=CC=CC=C2)NC(OC(C)(C)C)=O)O)C1 t-butyl ((2S,3R)-4-(4-(8-chloro-5,6-dihydro-11H-benzo[5,6]cyclohepta[1,2-b]pyridin-11-ylidene)piperidin-1-yl)-3-hydroxy-1-phenylbutan-2-yl)-carbamate